C(#C)C=1C=C2CCC(C2=CC1)N1CC(C1)C(=O)OC methyl 1-(5-ethynyl-2,3-dihydro-1H-inden-1-yl)azetidine-3-carboxylate